2-cyano-5-dimethylamino-N,N-dimethyl-2,4-pentadienoamide C(#N)C(C(=O)N(C)C)=CC=CN(C)C